CN1C2=NC(=O)N(C2(C(=O)N(C1=O)C)O)C The molecule is a member of the class of oxopurines that is 5-hydroxyisouric acid carrying three additional methyl substituents at positions 1, 3 and 7. It has a role as a bacterial xenobiotic metabolite. It derives from a 5-hydroxyisouric acid.